C(CCCCCCCCCCCCCCCC)(=O)OCCCCCCCCCCCCCCCCCC Stearyl Margarate